(Z)-1-(4-azido-1-bromobut-2-en-2-yl)-4-chlorobenzene N(=[N+]=[N-])C\C=C(/CBr)\C1=CC=C(C=C1)Cl